ClC1=CC(=C(C=C1)C1(OC2=C(O1)C=CC=C2C2CCN(CC2)CC=2N(C(=CN2)/C=C/C(=O)O)CC2CC2)C)F (E)-3-(2-((4-(2-(4-chloro-2-fluorophenyl)-2-methylbenzo[d][1,3]dioxol-4-yl)piperidin-1-yl)methyl)-1-(cyclopropylmethyl)-1H-imidazol-5-yl)acrylic acid